C(C)C1=C(C(=CC(=C1)C)CC)C=1C(N(N=C(C1O)C)C)=O 4-(2,6-diethyl-4-methylphenyl)-hydroxy-2,6-dimethyl-3(2H)-pyridazinone